5-[4-amino-5-(trifluoromethyl)pyrrolo-[2,1-f][1,2,4]triazin-7-yl]-2-methoxy-N-{4-[(propan-2-yl)carbamoyl]-1,3-oxazol-2-yl}pyridine-3-carboxamide NC1=NC=NN2C1=C(C=C2C=2C=C(C(=NC2)OC)C(=O)NC=2OC=C(N2)C(NC(C)C)=O)C(F)(F)F